5-(2-Ethoxyphenyl)-1,3,3,5,7-pentamethyloctahydrobenzo[c]isoxazol C(C)OC1=C(C=CC=C1)C1(CC2C(N(OC2(C)C)C)C(C1)C)C